2H-spiro[naphthalene-1,4'-piperidine]-2-amine N1CCC2(CC1)C(C=CC1=CC=CC=C12)N